dioctylphenylpentaerythritol diphosphite OP(O)OP(O)O.C(CCCCCCC)C(C(C(O)(C1=CC=CC=C1)CCCCCCCC)(CO)CO)O